2-methyl-6-ethylnaphthalene CC1=CC2=CC=C(C=C2C=C1)CC